1-Benzyl-N-[(6S)-4-methyl-5-oxo-7,8-dihydro-6H-pyrazolo[1,5-a][1,3]diazepin-6-yl]imidazol-4-carboxamid C(C1=CC=CC=C1)N1C=NC(=C1)C(=O)N[C@@H]1C(N(C=2N(CC1)N=CC2)C)=O